3-amino-6-(2,6-dimethylpyridin-4-yl)-N-(2-fluorobenzyl)-5-(4-fluorophenyl)pyrazine-2-carboxamide NC=1C(=NC(=C(N1)C1=CC=C(C=C1)F)C1=CC(=NC(=C1)C)C)C(=O)NCC1=C(C=CC=C1)F